ONC([C@@H](C1=CC=C(C=C1)OC)NC(C(C1=CC=CC=C1)(C1=CC=CC=C1)C1=CC=CC=C1)=O)=O (R)-N-(2-(hydroxyamino)-1-(4-methoxyphenyl)-2-oxoethyl)-2,2,2-triphenylacetamide